(S)-6-((4-((2-hydroxy-1-phenylethyl)amino)-5-(1,3,4-oxadiazol-2-yl)pyrimidin-2-yl)amino)-1-isopropyl-1,2-dihydro-3H-indazol-3-one OC[C@H](C1=CC=CC=C1)NC1=NC(=NC=C1C=1OC=NN1)NC1=CC=C2C(NN(C2=C1)C(C)C)=O